4-[5-(trifluoromethyl)-1,2,4-oxadiazol-3-yl]benzaldehyde oxime FC(C1=NC(=NO1)C1=CC=C(C=NO)C=C1)(F)F